BrC1=CC=C(C=C1)N1N=C(C(=C1)[C@H]1O[C@H](C(N1CCC1=CC2=C(NC(N2)=O)C=C1)=O)C)C1=CC=C(C=C1)F (2r,5s)-2-(1-(4-bromophenyl)-3-(4-fluorophenyl)-1H-pyrazol-4-yl)-5-methyl-3-(2-(2-oxo-2,3-dihydro-1H-benzo[d]imidazol-5-yl)ethyl)oxazolidin-4-one